ClC1=CC=C(C=C1)NC1=NC=C(C(=N1)NC1=C(C(=CC=C1)C1=NN(C=N1)C)OC)C(=O)NC([2H])([2H])[2H] ((4-chlorophenyl)amino)-4-((2-methoxy-3-(1-methyl-1H-1,2,4-triazol-3-yl)phenyl)amino)-N-(methyl-d3)pyrimidine-5-carboxamide